FCCOCCOCCOC=1C=C2C=C(N(C2=CC1)C(=O)OC(C)(C)C)C=1C=NC(=NC1)N1C[C@@H](CCC1)O tert-butyl 5-{2-[2-(2-fluoroethoxy)ethoxy]ethoxy}-2-{2-[(3R)-3-hydroxypiperidin-1-yl]pyrimidin-5-yl}-1H-indole-1-carboxylate